[N+](=O)([O-])C1=C(C(=O)O)C=CC(=C1)S(F)(F)(F)(F)F 2-Nitro-4-(pentafluorosulfanyl)benzoic acid